C(CCC)C1=C(C(=C(C(=N1)O)C(=O)N1C[C@@H](CC1)C1=CC=CC=C1)O)N(C1=CC=CC=C1)CC (S)-(6-butyl-5-(ethyl-(phenyl)amino)-2,4-dihydroxypyridin-3-yl)(3-phenylpyrrolidin-1-yl)methanone